FC1(COC2=C1C=CC=C2C(C)NN2C=C(O[C@@H](C2)C)C)F |r| (R/S)-4-((1-(3,3-difluoro-2,3-dihydrobenzofuran-7-yl)ethyl)amino)-2,6-dimethyl-6H-[1,4]oxazine